8-amino-1-methyl-7-[[3-[rac-(3R,5R)-5-(4-fluorophenyl)tetrahydro-furan-3-yl]-1,2,4-oxadiazol-5-yl]methyl]purin-6-one NC1=NC=2N=CN(C(C2N1CC1=NC(=NO1)[C@@H]1CO[C@H](C1)C1=CC=C(C=C1)F)=O)C |r|